6,7-dihydro-5H-indeno[5,6-d]thiazol S1C=NC2=C1C=C1CCCC1=C2